((2-chloroquinolin-5-yl)sulfonyl)-2-(2-methoxy-5-methyl-phenyl)-4-phenyltetrahydrofuran-2-carboxamide ClC1=NC2=CC=CC(=C2C=C1)S(=O)(=O)C1C(OCC1C1=CC=CC=C1)(C(=O)N)C1=C(C=CC(=C1)C)OC